C(#N)C1=CC(=C(CSC2=C(C=CC(=N2)C=2CCN(CC2)CC2=NC3=C(N2C[C@H]2OCC2)C=C(C=C3)C(=O)O)F)C=C1)F (S)-2-((6-(4-cyano-2-fluorobenzyl)thio-5-fluoro-3',6'-dihydro-[2,4'-bipyridyl]-1'(2'H)-yl)methyl)-1-(oxetan-2-ylmethyl)-1H-benzo[d]imidazole-6-carboxylic acid